5-bromo-3-(4-fluorophenyl)-2,7-dimethyl-3,4-dihydroquinazoline BrC1=C2CN(C(=NC2=CC(=C1)C)C)C1=CC=C(C=C1)F